(2S,4S)-4-fluoro-1-[2-[4-(1,8-naphthyridin-3-ylamino)-1-piperidyl]acetyl]pyrrolidine-2-carbonitrile F[C@H]1C[C@H](N(C1)C(CN1CCC(CC1)NC=1C=NC2=NC=CC=C2C1)=O)C#N